C(C1=CC=CC=C1)OC(NC1=CC(=C(C(=C1)C(F)(F)F)F)[C@@H](C)N[S@](=O)C(C)(C)C)=O (3-((R)-1-(((R)-tert-butylsulfinyl)amino)ethyl)-4-fluoro-5-(trifluoromethyl)phenyl)carbamic acid benzyl ester